2-(1-(4-(6-((4-Chloro-2-fluorobenzyl)oxy)pyridin-2-yl)piperidin-1-yl)ethyl)-1-(((S)-oxetan-2-yl)methyl)-1H-benzo[d]imidazole-6-carboxylate ClC1=CC(=C(COC2=CC=CC(=N2)C2CCN(CC2)C(C)C2=NC3=C(N2C[C@H]2OCC2)C=C(C=C3)C(=O)[O-])C=C1)F